C(C)(C)(C)OC(CN1C=CC=2C1=NC=C(C2NC(=O)OC(C)(C)C)C(=O)OC)=O methyl 1-(2-(tert-butoxy)-2-oxoethyl)-4-((tert-butoxycarbonyl) amino)-1H-pyrrolo[2,3-b]pyridine-5-carboxylate